2-{[4-({3-[(2,4-dichlorophenoxy)methyl]-4-fluorophenyl}methyl)piperidin-1-yl]methyl}-1-{[(2S)-oxetan-2-yl]methyl}-1H-1,3-benzodiazole-6-carboxylic acid ClC1=C(OCC=2C=C(C=CC2F)CC2CCN(CC2)CC2=NC3=C(N2C[C@H]2OCC2)C=C(C=C3)C(=O)O)C=CC(=C1)Cl